tert-butyl N-methyl-N-[2-[3-[2-(6-methyl-7-oxo-1H-pyrrolo[2,3-c]pyridin-4-yl)-4-nitro-phenoxy]phenoxy]ethyl]carbamate CN(C(OC(C)(C)C)=O)CCOC1=CC(=CC=C1)OC1=C(C=C(C=C1)[N+](=O)[O-])C=1C2=C(C(N(C1)C)=O)NC=C2